[I-].C(CCC)[N+](CCCC)(CCCC)CCCC tetra-n-butyl-ammonium iodide